(S)- and (R)-2-((4-cyanophenEthyl)amino)-N-(6-(1-methyl-1H-pyrazol-4-yl)pyridin-2-yl)-2-phenylacetamide C(#N)C1=CC=C(CCN[C@H](C(=O)NC2=NC(=CC=C2)C=2C=NN(C2)C)C2=CC=CC=C2)C=C1 |r|